ClC=1C(=CC2=C(N(C[C@H](N(S2(=O)=O)C)C2CCCCC2)C2=CC=CC=C2)C1)C=1C=CC(=C(C(=O)O)C1)C(F)(F)F (R)-5-(7-chloro-3-cyclohexyl-2-methyl-1,1-dioxido-5-phenyl-2,3,4,5-tetrahydrobenzo[f][1,2,5]thiadiazepin-8-yl)-2-(trifluoromethyl)benzoic acid